(4aR,8aS)-6-(6-((4,5-Bis(trifluoromethyl)pyridin-2-yl)oxy)-2-azaspiro[3.3]heptane-2-carbonyl)hexahydro-2H-pyrido[4,3-b][1,4]oxazin-3(4H)-one FC(C1=CC(=NC=C1C(F)(F)F)OC1CC2(CN(C2)C(=O)N2C[C@@H]3[C@@H](OCC(N3)=O)CC2)C1)(F)F